C(C)C1=C(CN2C[C@H](CC2)C(=O)O)C=CC(=C1)/C(/C)=N/OCC1=CC(=C(C=C1)C=1C=NC(=CC1)F)C (S,E)-1-(2-ethyl-4-(1-(((4-(6-fluoropyridin-3-yl)-3-methylbenzyl)oxy)imino)ethyl)benzyl)pyrrolidine-3-carboxylic acid